C(C=C)OC1=C(C=C(C(=C1)Cl)Cl)C(NS(=O)C(C)(C)C)C1CCN(CC1)C1C(NCC1)=O N-((2-(allyloxy)-4,5-dichlorophenyl)(1-(2-oxopyrrolidin-3-yl)piperidin-4-yl)methyl)-2-methylpropane-2-sulfinamide